NCCCN(CCCCCCCC(=O)OC(CCCC)CCCC)CCCCCCCC(OCCC(CCC)CCC)=O nonan-5-yl 8-[(3-aminopropyl)({8-oxo-8-[(3-propylhexyl)oxy]octyl})amino]octanoate